ethyl 5-(bis(4-methoxybenzyl)amino)-2-(2-methoxypyridin-4-yl)-2H-1,2,3-triazole-4-carboxylate COC1=CC=C(CN(C=2C(=NN(N2)C2=CC(=NC=C2)OC)C(=O)OCC)CC2=CC=C(C=C2)OC)C=C1